N-methyl-N-[[7-[4-(trifluoromethoxy)phenyl]thiazolo[5,4-d]pyrimidin-5-yl]methyl]prop-2-enamide CN(C(C=C)=O)CC=1N=C(C2=C(N1)SC=N2)C2=CC=C(C=C2)OC(F)(F)F